OC[C@H]1N(C[C@@H]([C@H]([C@@H]1O)O)O)CCCCCC1=CC=C(C=C1)OC (2R,3R,4R,5S)-2-(hydroxymethyl)-1-[5-(4-methoxyphenyl)pentyl]piperidine-3,4,5-triol